3-(1,1-dioxothiomorpholin-4-yl)-1-cyclopropylpyrazin-2(1H)-one O=S1(CCN(CC1)C=1C(N(C=CN1)C1CC1)=O)=O